FC(C(=O)O)(F)F.C(C)(=O)C1=CC=C(S1)C=1C=C(C(=NC1)C1=NC(N(N1)CC(=C(F)F)CN)=O)C [5-(5-acetyl-2-thienyl)-3-methyl-2-pyridinyl]-2-[2-(aminomethyl)-3,3-difluoro-allyl]-1,2,4-triazol-3-one trifluoroacetate salt